C(C)(C)(C)N=[Mo](N(C)C)(N(C)C)=NC(C)(C)C bis(tert-butylimino)-bis(dimethylamino)molybdenum